(S)-3-((5-((((9H-fluoren-9-yl)methoxy)carbonyl)amino)-6-(benzyloxy)-6-oxohexyl)dimethylammonio)propane-1-sulfonate C1=CC=CC=2C3=CC=CC=C3C(C12)COC(=O)N[C@@H](CCCC[N+](CCCS(=O)(=O)[O-])(C)C)C(=O)OCC1=CC=CC=C1